OC1C2(CNCC(C1)(N2)C)C 6-hydroxy-1,5-dimethyl-3,8-diazabicyclo[3.2.1]octane